((4-chloro-3-fluoro-2-formylphenyl)amino)-4,5-difluoro-benzoic acid methyl ester COC(C1=C(C=C(C(=C1)F)F)NC1=C(C(=C(C=C1)Cl)F)C=O)=O